N1=C(C=CC=C1)C=1C(=C(C(=CC1C)C)C1=C(C(=C(C=C1C)C)N=C)C)C N-[(2-pyridyl)2,4,6-trimethylphenyl-(mesityl)]methyleneamine